2-((2R)-2-(1-cyclopropyl-1H-pyrazol-4-yl)tetrahydro-2H-pyran-4-yl)-4-(2-fluoro-4-(trifluoromethoxy)phenyl)-6,7-dimethylpteridine C1(CC1)N1N=CC(=C1)[C@@H]1OCCC(C1)C1=NC2=NC(=C(N=C2C(=N1)C1=C(C=C(C=C1)OC(F)(F)F)F)C)C